3-(2,5-dimethyl-1,2,3,4-tetrahydroisoquinolin-7-yl)-7-Fluoro-6-(8-methyl-2,3-dihydro-1H-pyrido[2,3-b][1,4]oxazin-7-yl)isoquinoline-3,8-diamine CN1CC2=CC(=CC(=C2CC1)C)C1(NC=C2C(=C(C(=CC2=C1)C1=C(C2=C(OCCN2)N=C1)C)F)N)N